C(C)(C)(C)OC(=O)NCC(=O)OC(CCCCCCCC)CCCCCCCC heptadecan-9-yl (tert-butoxycarbonyl)glycinate